BrC1=CC=C(C(=C1NC)CC1=CC(=CC=C1)F)Cl 6-bromo-3-chloro-2-(3-fluorobenzyl)-N-methylaniline